BrC=1C=NN2C1C=C(C=C2)OCC2CC2 3-bromo-5-(cyclopropylmethoxy)pyrazolo[1,5-a]pyridine